CC=1C=C(C=C(C1O)C)S(=O)(=O)C1=CC(=C(C(=C1)C)O)C bis(3,5-dimethyl-4-hydroxyphenyl) sulphone